Cl.ClC=1C=CC2=C(C(=[N+](CC(=N2)NC)[O-])C2=CC=CC=C2)C1 7-chloro-2-methylamino-5-phenyl-3H-1,4-benzodiazepine 4-oxide hydrochloride